O1CC(CCC1)CNCC=1C=CC=2N(C1)C=C(N2)CNC(=O)C=2N=C1N(C(C2)=O)C=CC=C1 N-{[6-({[(oxan-3-yl)methyl]amino}methyl)imidazo[1,2-a]pyridin-2-yl]methyl}-4-oxo-4H-pyrido[1,2-a]pyrimidine-2-carboxamide